ClC=1C=2N(C3=CC(=C(C=C3N1)F)C(=O)OC)C=NC2 methyl 4-chloro-7-fluoroimidazo[1,5-a]quinoxaline-8-carboxylate